N-((1S)-2-((tert-butyldimethylsilyl)oxy)-2-(6-fluoro-2,3-dimethylphenyl)-1-(5-oxo-4,5-dihydro-1,3,4-oxadiazol-2-yl)ethyl)-4-chloro-2-methoxybenzenesulfonamide [Si](C)(C)(C(C)(C)C)OC([C@@H](C=1OC(NN1)=O)NS(=O)(=O)C1=C(C=C(C=C1)Cl)OC)C1=C(C(=CC=C1F)C)C